5-(4-methoxyphenyl)dihydrofuran COC1=CC=C(C=C1)C1=CCCO1